C1(CC1)C(=O)N1CC2C(C1)CN(C2)C2=C(C=C(C=N2)NC2=NC=C(C(=N2)NN2C(OC1=C2C=CC=C1)=O)C)F {2-[6-(5-cyclopropanecarbonyl-hexahydro-pyrrolo[3,4-c]pyrrol-2-yl)-5-fluoro-pyridin-3-ylamino]-5-methyl-pyrimidin-4-ylamino}-3H-benzoxazol-2-one